3-(piperidin-4-yl)-1H-imidazo[4,5-b]pyridine N1CCC(CC1)N1CNC=2C1=NC=CC2